FC=1C=C2C=NN(C2=C(C1O)F)C1=CC=C(C=C1)N1CCCCC1 5,7-Difluoro-1-(4-(piperidin-1-yl)phenyl)-1H-indazol-6-ol